Boc-(S)-thienylglycine C(=O)(OC(C)(C)C)N(CC(=O)O)C=1SC=CC1